NC=1C2=C(N=CN1)N(C=C2Br)C21CCC(CC2)(C1)NC(OC(C)(C)C)=O tert-butyl (4-(4-amino-5-bromo-7H-pyrrolo[2,3-d]pyrimidin-7-yl)bicyclo[2.2.1]heptane-1-yl)carbamate